F.C(C)N(CC)CC triethylamine hydrofluoride